CC1COC2=C(C(N1C1=C(C=C(C=C1)C=1N=CC3=C(N1)C=CC(=N3)C(F)(F)F)C)=O)N(N=C2)C2OCCCC2 6-methyl-7-(2-methyl-4-(6-(trifluoromethyl)pyrido[3,2-d]pyrimidin-2-yl)phenyl)-1-(tetrahydro-2H-pyran-2-yl)-6,7-dihydro-1H-pyrazolo[3,4-f][1,4]oxazepin-8(5H)-one